tetradecyl 3-((4-imino-4-((2-(octyloxy)-2-oxoethyl)amino)butyl)thio)propanoate N=C(CCCSCCC(=O)OCCCCCCCCCCCCCC)NCC(=O)OCCCCCCCC